CCCCCCCCCCCCCCCCC(=O)O[C@H](COC(=O)CCCCCCC/C=C\C/C=C\CCCCC)COP(=O)([O-])OCC[N+](C)(C)C 1-(9Z,12Z-octadecadienoyl)-2-heptadecanoyl-glycero-3-phosphocholine